Cl.N[C@H]1CN(CC[C@H]1F)C1=C2C(=C(NC2=C(C=C1F)C(=O)N)C)C 4-((3s,4r)-3-amino-4-fluoropiperidin-1-yl)-5-fluoro-2,3-dimethyl-1H-indole-7-carboxamide hydrochloride